FC1=CC=C(C=C1)C1=C(C(=NC2=CC3=C(C=C12)C=NN3)NC3CC(C3)C(=O)O)C(C)C 3-[[5-(4-fluorophenyl)-6-isopropyl-1H-pyrazolo[4,3-g]quinolin-7-yl]amino]cyclobutanecarboxylic acid